IC1=C(C(=O)OCCCCCC)C=C(C=C1)I hexyl 2,5-diiodobenzoate